CN1N=CC(=C1)NC1=NC=C(C(=N1)NC=1C=C(C=CC1)NC(C=C)=O)C1=CC(=C(C(=C1)F)F)F N-(3-((2-((1-methyl-1H-pyrazol-4-yl)amino)-5-(3,4,5-trifluorophenyl)pyrimidin-4-yl)amino)phenyl)acrylamide